C(C)(=O)OCCOCCCC ethylene glycol mono-n-butyl ether acetate